OC1=C(C=CC=C1)N1N=C2C(=N1)C=CC=C2 2-(2-hydroxyphenyl)-benzotriazole